FC=1C(=C(C=C2CCN(CC12)C(=O)NCCC1(CC1)C)O)N1S(NC(C1)=O)(=O)=O 8-fluoro-6-hydroxy-N-[2-(1-methylcyclopropyl)ethyl]-7-(1,1,4-trioxo-1λ6,2,5-thiadiazolidin-2-yl)-3,4-dihydroisoquinoline-2(1H)-carboxamide